N(=[N+]=[N-])CC[C@@H](C(=O)OC)NC(CCCCCCCCCCCCCCC)=O (S)-methyl 4-azido-2-palmitamidobutyrate